6-(6-azaspiro[3.4]octan-2-ylamino)-N-methyl-nicotinamide TFA salt OC(=O)C(F)(F)F.C1C(CC12CNCC2)NC2=NC=C(C(=O)NC)C=C2